O1C(COCC1)C(=O)[O-].[Li+] lithium dioxanate